C(CCC\C=C/CC)OC(CCCC(=O)OCCCCCCN(CCCCCCCC(=O)OC(CC)CCCCCCCC)CCO)OCCCC\C=C/CC undecan-3-yl 8-((6-((5,5-bis(((Z)-oct-5-en-1-yl)oxy)pentanoyl)oxy)hexyl)(2-hydroxyethyl)amino)octanoate